(1S)-2,2-dimethyl-3-methylene-bicyclo[2.2.1]heptane CC1([C@H]2CCC(C1=C)C2)C